F[C@H]1[C@@H](C[C@]2(CCC[C@@H]1N2)C)C(=C)C2=CC=C(N=N2)C=2C=C1C=CN=CC1=CC2O 6-(6-(1-((1R,3S,4S,5S)-4-fluoro-1-methyl-9-azabicyclo[3.3.1]nonan-3-yl)vinyl)pyridazin-3-yl)isoquinolin-7-ol